BrC[B-](F)(F)F bromomethyl(trifluoro)boranuide